ClC1=NC=C(C(=N1)C=1C=C2C(=CC=NC2=C(C1)F)C(C)NC([O-])=O)F (1-(6-(2-chloro-5-fluoropyrimidin-4-yl)-8-fluoroquinolin-4-yl)ethyl)carbamate